FC1=C(CN2[C@@H](CCC2=O)CC(=O)N[C@@H](C(C)C)C(=O)[O-])C=CC=C1F.[Li+] Lithium (2-((S)-1-(2,3-difluorobenzyl)-5-oxopyrrolidin-2-yl)acetyl)-L-valinate